CN(C1=NC=CC=C1C1=CC(=C2C(=N1)C(=NN2C(C)C)C)NCC2=CC=C(C=C2)OC)C 5-[2-(dimethylamino)-3-pyridinyl]-1-isopropyl-N-[(4-methoxyphenyl)methyl]-3-methyl-pyrazolo[4,3-b]pyridin-7-amine